Boc-(3S)-1,2,3,4-Tetrahydroisoquinoline-3-carboxylic acid C(=O)(OC(C)(C)C)C1N[C@@H](CC2=CC=CC=C12)C(=O)O